2-di-t-butylphosphino-2,4,6-tri-i-propyl-1,1'-biphenyl C(C)(C)(C)P(C1(C(=C(C=C(C1)C(C)C)C(C)C)C1=CC=CC=C1)C(C)C)C(C)(C)C